P(=O)(OC1[C@H](O)[C@@H](O)[C@@H](O)[C@H](O1)CO)([O-])[O-] galactosyl 1-phosphate